tert-butyl 4-[4-({3-methyl-4-[(1-methyl-1,3-benzodiazol-5-yl)oxy]phenyl}amino)pyrido[3,4-d]pyrimidin-6-yl]piperazine-1-carboxylate CC=1C=C(C=CC1OC1=CC2=C(N(C=N2)C)C=C1)NC=1C2=C(N=CN1)C=NC(=C2)N2CCN(CC2)C(=O)OC(C)(C)C